FC(C1=NN=C(S1)C1=NC=C2N1C=C(C=C2N2CCN(CC2)C(=O)C2(CN(C2)CCF)OC)S(=O)(=O)NC2(CC2)C)F 3-(5-(difluoromethyl)-1,3,4-thiadiazol-2-yl)-8-(4-(1-(2-fluoroethyl)-3-methoxyazetidine-3-carbonyl)piperazin-1-yl)-N-(1-methylcyclopropyl)imidazo[1,5-a]pyridine-6-sulfonamide